CC1(CCCC=2CC(C(CC12)C)C)C 1,2,3,4,5,6,7,8-octahydro-1,1,6,7-tetramethylnaphthalin